NC1=C(C(=NN1[C@@H]1CN([C@H](C1)COC)C(C=C)=O)C#CC1=CC2=C(N(C=N2)C2CC2)C=C1F)C(=O)N 5-amino-3-[2-(1-cyclopropyl-6-fluoro-1,3-benzodiazol-5-yl)ethynyl]-1-[(3s,5r)-5-(methoxymethyl)-1-(prop-2-enoyl)pyrrolidin-3-yl]pyrazole-4-carboxamide